5-chloro-2-{[(3S)-3-methoxypyrrolidin-1-yl]methyl}-7,8-dihydro-6H-spiro[[1,3]oxazolo[5,4-f]quinazoline-9,1'-cyclohexane]-7-one ClC=1C=C2C(=C3C1NC(NC31CCCCC1)=O)OC(=N2)CN2C[C@H](CC2)OC